copper bis[3-hydroxy-4-(phenylazo)-2-naphthalenecarboxylic acid] salt OC=1C(=CC2=CC=CC=C2C1N=NC1=CC=CC=C1)C(=O)[O-].OC=1C(=CC2=CC=CC=C2C1N=NC1=CC=CC=C1)C(=O)[O-].[Cu+2]